methyl 6-((4-(2-oxo-2-(pyridin-3-ylamino)ethyl)phenyl)ethynyl)-[1,1'-biphenyl]-2-carboxylate O=C(CC1=CC=C(C=C1)C#CC=1C=CC=C(C1C1=CC=CC=C1)C(=O)OC)NC=1C=NC=CC1